(1-imino-3-butenyl)-L-ornithine N=C(CC=C)N[C@@H](CCCN)C(=O)O